I.I.C[NH+](C=1C=CC=2NC3=CC=C(C=C3SC2C1)[NH+](C)C)C N,N,N',N'-tetramethyl-10H-phenothiazine-3,7-diaminium di(hydroiodide)